NC1=NC=C(C=C1C1=C(C=C(C=C1)C1=C(C(C(=C(N1C)C(=O)NC1CC1)C1=CC=C(C=C1)F)=O)C(=O)N)F)C=1C=NN(C1)C1CCNCC1 (4-(2-amino-5-(1-(piperidin-4-yl)-1H-pyrazol-4-yl)pyridin-3-yl)-3-fluorophenyl)-N2-cyclopropyl-3-(4-fluorophenyl)-1-methyl-4-oxo-1,4-dihydropyridine-2,5-dicarboxamide